(2R,4R)-4-[(6-iodopyridazin-3-yl) (methyl) amino]-2-methylpiperidine-1-carboxylate IC1=CC=C(N=N1)N([C@H]1C[C@H](N(CC1)C(=O)[O-])C)C